3-((9-fluoro-3,4-dihydrospiro[benzo[b][1,4]dioxepine-2,1'-cyclopropan]-7-yl)methoxy)-8,9,9a,10-tetrahydropyrimido[6',1':2,3]imidazo[1,5-c][1,3]oxazin-1(6H)-one FC1=CC(=CC2=C1OC1(CC1)CCO2)COC2=NC(N1C(N3COCCC3C1)=C2)=O